CC(C)(N)OC (S)-methoxyisopropylamine